6-{[4-(3-chloro-2-methylphenyl)-1-(2-fluoroprop-2-enoyl)piperidin-4-yl]amino}-1,3,3-trimethylindol-2-one ClC=1C(=C(C=CC1)C1(CCN(CC1)C(C(=C)F)=O)NC1=CC=C2C(C(N(C2=C1)C)=O)(C)C)C